N-(3-chlorophenethyl)-4-(5-methyl-2-((1-methyl-1H-pyrazol-5-yl)amino)pyrimidin-4-yl)oxazole-2-carboxamide ClC=1C=C(CCNC(=O)C=2OC=C(N2)C2=NC(=NC=C2C)NC2=CC=NN2C)C=CC1